N1C(N=CC=C1)=N pyrimidin-2(1H)-imine